2,4,6-tris(2-hydroxy-4-hexyloxy-3-methylphenyl)s-triazine OC1=C(C=CC(=C1C)OCCCCCC)C1=NC(=NC(=N1)C1=C(C(=C(C=C1)OCCCCCC)C)O)C1=C(C(=C(C=C1)OCCCCCC)C)O